The molecule is an alkyl sulfate that is the sulfuric ester of decanol. It has a role as a Daphnia pulex metabolite and a kairomone. It derives from a decan-1-ol. It is a conjugate acid of a decyl sulfate. CCCCCCCCCCOS(=O)(=O)O